3-(3,4-difluoro-2-methoxy-phenoxy)-5-methyl-N-(1-oxidopyridin-1-ium-3-yl)-6-(trifluoromethyl)pyridazine-4-carboxamide FC=1C(=C(OC=2N=NC(=C(C2C(=O)NC=2C=[N+](C=CC2)[O-])C)C(F)(F)F)C=CC1F)OC